2-(7-fluoro-1-(pyridazin-3-ylmethyl)-benzimidazol-2-yl)acetonitrile FC1=CC=CC2=C1N(C(=N2)CC#N)CC=2N=NC=CC2